(2-(2-(cyclopropylamino)propan-2-yl)(N-morpholinyl))pyridin-2-amine C1(CC1)NC(C)(C)C1CN(CCO1)C=1C(=NC=CC1)N